BrC1=CC=CC2=C1N=C(S2)CC2=C(C=C(C=C2)Cl)F 4-Bromo-2-(4-chloro-2-fluorobenzyl)benzo[d]thiazole